C(C)(=O)C1=C(C2=C(N=C(N=C2)NC2=NC=C(C=C2)OCCOC)N(C1=O)C1CCCC1)C 6-Acetyl-8-cyclopentyl-2-[5-(2-methoxy-ethoxy)-pyridin-2-ylamino]-5-methyl-8H-pyrido[2,3-d]pyrimidin-7-one